N-isopropyl-2-(3-(4,4,5,5-tetramethyl-1,3,2-dioxaborolan-2-yl)phenoxy)acetamide C(C)(C)NC(COC1=CC(=CC=C1)B1OC(C(O1)(C)C)(C)C)=O